COC1=C(C(=O)O)C=CC(=C1)\N=N\C1=C(C=CC=C1)C1=NC(=NC=C1)NC1=CC=C(C=C1)C(F)(F)F (E)-2-methoxy-4-((2-(2-((4-(trifluoromethyl)phenyl)amino)pyrimidin-4-yl)phenyl)diazenyl)benzoic acid